Bis(2-ethylbutyl) 9,9'-((4-(2-(4-(2-((4-(bis(7-butoxy-2-hydroxy-7-oxoheptyl)amino)-butyl)disulfaneyl)ethyl)piperazin-1-yl)ethoxy)-4-oxobutyl)azanediyl)bis(8-hydroxynonanoate) C(CCC)OC(CCCCC(CN(CCCCSSCCN1CCN(CC1)CCOC(CCCN(CC(CCCCCCC(=O)OCC(CC)CC)O)CC(CCCCCCC(=O)OCC(CC)CC)O)=O)CC(CCCCC(OCCCC)=O)O)O)=O